tert-butyl-aminoindenyl-titanium dichloride [Cl-].[Cl-].C(C)(C)(C)[Ti+2](C1C=CC2=CC=CC=C12)N